5-tert-Butyl-3-ethyl-4-hydroxy-1-isopropyl-pyrazol C(C)(C)(C)C1=C(C(=NN1C(C)C)CC)O